C1=CC(=CN=C1)C(=O)CCC=O The molecule is a member of the class of butanals that is succinic semialdehyde in which the hydroxy group of the carboxylic acid function is replaced by a pyridin-3-yl group. It is a member of butanals, a member of pyridines and an aromatic ketone.